2-HYDROXY-3-ISOPROPYLBENZALDEHYDE OC1=C(C=O)C=CC=C1C(C)C